N-[(3S,4S)-1-(2-methoxyethyl)-3-methyl-4-piperidyl]-6-[3-(6-mesyl-2-methoxy-3-pyridylamino)-1-propynyl]-1-(2,2,2-trifluoroethyl)-1H-1,3-benzimidazole-4-carboxamide COCCN1C[C@@H]([C@H](CC1)NC(=O)C1=CC(=CC=2N(C=NC21)CC(F)(F)F)C#CCNC=2C(=NC(=CC2)S(=O)(=O)C)OC)C